3-(vinyloxycarbonylthio)-propyl-tris(trimethyl-siloxy)silane C(=C)OC(=O)SCCC[Si](O[Si](C)(C)C)(O[Si](C)(C)C)O[Si](C)(C)C